4-(3-((4-chloro-1-(tetrahydro-2H-pyran-2-yl)-1H-indazol-5-yl)amino)-1H-indazol-1-yl)pyridin ClC1=C2C=NN(C2=CC=C1NC1=NN(C2=CC=CC=C12)C1=CC=NC=C1)C1OCCCC1